ClC1=C(C=CC(=C1)C(F)(F)F)CC1CCN(CC1)C(=O)N1C[C@@H]2[C@@H](OCC(N2)=O)CC1 (4aR,8aS)-6-[4-[[2-chloro-4-(trifluoromethyl)phenyl]methyl]piperidine-1-carbonyl]-4,4a,5,7,8,8a-hexahydropyrido[4,3-b][1,4]oxazin-3-one